N-((4-benzoyl-4,5,6,7-tetrahydropyrazolo[1,5-a]pyrimidin-6-yl)methyl)acrylamide C(C1=CC=CC=C1)(=O)N1C=2N(CC(C1)CNC(C=C)=O)N=CC2